ClC1=C(C=CC=C1)C1C(NC2=CC(=CC=3C(NN=C1C32)=O)F)CC 12-(2-chlorophenyl)-11-ethyl-7-fluoro-2,3,10-triazatricyclo[7.3.1.0^{5,13}]trideca-1,5(13),6,8-tetraen-4-one